CN(CCNC(OC1CCC2(C3CCC4(C(CCC4C3CC=C2C1)[C@H](C)CC[C@H](C(C)C)CC)C)C)=O)C 17-((2R,5R)-5-Ethyl-6-methylheptan-2-yl)-10,13-dimethyl-2,3,4,7,8,9,10,11,12,13,14,15,16,17-tetradecahydro-1H-cyclopenta[a]phenanthren-3-yl (2-(dimethylamino)ethyl)carbamate